ClC1=CC=C(C=C1)NC(CCC=1C=C2CN(C(C2=CC1)=O)C1C(NC(CC1)=O)=O)=O N-(4-chlorophenyl)-3-[2-(2,6-dioxo-hexahydropyridin-3-yl)-1-oxo-2,3-dihydro-1H-isoindol-5-yl]propionamide